C(#N)C1=NC(=NC(=C1)NC1=CC=C(C=C1)OC)N1N=CC(=C1N)C(=O)O 1-{4-cyano-6-[(4-methoxyphenyl)amino]pyrimidin-2-yl}-5-amino-1H-pyrazole-4-carboxylic acid